2-(3-chlorophenyl)-6-(4-chlorophenyl)-3-oxo-2,3-dihydropyridazine-4-carboxylic acid methyl ester COC(=O)C=1C(N(N=C(C1)C1=CC=C(C=C1)Cl)C1=CC(=CC=C1)Cl)=O